6-fluoro-5-(4-fluoro-3-iodo-phenoxy)-1-(p-tolylsulfonyl)-4-vinyl-indole FC1=C(C(=C2C=CN(C2=C1)S(=O)(=O)C1=CC=C(C=C1)C)C=C)OC1=CC(=C(C=C1)F)I